C(#N)C1=C2C=C(N=CC2=CC(=C1)C=1C=C(C=CC1C)NC(C1=CC(=NC=C1)C(F)(F)F)=O)NC N-(3-(5-cyano-3-(methylamino)isoquinolin-7-yl)-4-methylphenyl)-2-(trifluoromethyl)isonicotinamide